C(C)(C)(C)OC(=O)NC=1SC(=C(N1)C(=O)OC)C=1COCC1 Methyl 2-((tert-butoxycarbonyl)amino)-5-(2,5-dihydrofuran-3-yl)thiazole-4-carboxylate